(S)-1-Acetyl-N-(1-(4-bromophenyl)-2,2,2-trifluoroethyl)-N-methylazetidine-3-carboxamide C(C)(=O)N1CC(C1)C(=O)N(C)[C@H](C(F)(F)F)C1=CC=C(C=C1)Br